C1(CC1)C=1C(=NC(=NC1)NC=1C(=NN(C1)C1CC2CCC(C1)N2C)C)NCCCN2C(C(OCCC2)(C)C)=O 4-(3-((5-cyclopropyl-2-((3-methyl-1-(8-methyl-8-azabicyclo[3.2.1]octan-3-yl)-1H-pyrazol-4-yl)amino)pyrimidin-4-yl)amino)propyl)-2,2-dimethyl-1,4-oxazepan-3-one